ClC1=NC=CC=C1C(=O)NC1=C2C(CC(C2=CC=C1)(C)C)C 2-chloro-N-(1,1,3-trimethyl-2,3-dihydro-1H-inden-4-yl)pyridine-3-carboxamide